1,4-bis(3-amino-α,alpha-bis(trifluoromethyl)benzyl)benzene NC=1C=C(C(C(F)(F)F)(C(F)(F)F)C2=CC=C(C=C2)C(C2=CC(=CC=C2)N)(C(F)(F)F)C(F)(F)F)C=CC1